FC=1C=CC=2N(C(C=CN2)=O)C1 7-fluoro-pyrido[1,2-a]pyrimidin-4-one